C(C1=CC=CC=C1)OC(=O)N1CC(CC1)(O)C1=CC(=C(C=C1)Cl)Cl 3-(3,4-dichlorophenyl)-3-hydroxy-pyrrolidine-1-carboxylic acid benzyl ester